3-(benzhydrylideneamino)-1-(2,2-difluorocyclopropyl)pyridin-2-one C(C1=CC=CC=C1)(C1=CC=CC=C1)=NC=1C(N(C=CC1)C1C(C1)(F)F)=O